(E)-N-(Benzyloxy)-3-{2-[3-(2,4-diamino-6-ethylpyrimidin-5-yloxy)propoxy]phenyl}acrylamide C(C1=CC=CC=C1)ONC(\C=C\C1=C(C=CC=C1)OCCCOC=1C(=NC(=NC1CC)N)N)=O